acetaldehyde-d4 [2H]C(=O)C([2H])([2H])[2H]